FC(CCC(=O)N1CCC(CC1)C=1C=NC=C(C1)F)(F)F 4,4,4-trifluoro-1-[4-(5-fluoro-3-pyridinyl)-1-piperidinyl]butan-1-one